tert-Butyl (1-((4S)-6-(4-chlorophenyl)-8-methoxy-1-methyl-4H-benzo[f][1,2,4]triazolo[4,3-a][1,4]diazepin-4-yl)-2-oxo-6,9,12,15,18,21,24-heptaoxa-3-azahexacosan-26-yl)carbamate ClC1=CC=C(C=C1)C1=N[C@H](C=2N(C3=C1C=C(C=C3)OC)C(=NN2)C)CC(NCCOCCOCCOCCOCCOCCOCCOCCNC(OC(C)(C)C)=O)=O